OC(CC(=O)NC1CC(CC1)CCNC(=O)C1=CC=CN2C(NN=C12)=O)CC(C)(C)C N-{2-[3-(2-hydroxy-4,4-dimethylpentylcarbonylamino)cyclopentyl]ethyl}-3-oxo-2,3-dihydro-1,2,3a-triaza-7-indenecarboxamide